N[C@H](C(=O)O)CCN(CC1=C(C=CC=C1)OC1=CC(=CC=C1)OC)CC1=C(C=CC=C1)OCC1=C(C=CC=C1)F (S)-2-amino-4-((2-((2-fluorobenzyl)oxy)benzyl)(2-(3-methoxyphenoxy)benzyl)amino)butanoic acid